C[C@@H]1CNC[C@@H](C1O)C (3R,4S,5S)-3,5-dimethylpiperidin-4-ol